C(C(C)C)N(\N=C\C1=CC(=C(C=C1)B(O)O)OC)C1=NS(C2=C1C=C(C=C2)OCCOC)(=O)=O [4-[(E)-[isobutyl-[5-(2-methoxyethoxy)-1,1-dioxo-1,2-benzothiazol-3-yl]hydrazono]methyl]-2-methoxy-phenyl]boronic acid